zinc-aluminum water O.[Al].[Zn]